NC1=C(C(=NN1C(C)C)C1=CC=C(C=C1)CC(=O)NC1=CC(=NO1)CC1(CC1)C)C(=O)N 5-Amino-1-isopropyl-3-(4-(2-((3-((1-methylcyclopropyl)methyl)isoxazol-5-yl)amino)-2-oxoethyl)phenyl)-1H-pyrazole-4-carboxamide